5-oxooxolane-3-carboxamide O=C1CC(CO1)C(=O)N